sodium [7-oxo-3-[3-(oxazol-2-ylcarbamoyl)pyrazol-1-yl]-1,6-diazabicyclo[3.2.1]oct-3-en-6-yl] sulfate S(=O)(=O)(ON1C2C=C(CN(C1=O)C2)N2N=C(C=C2)C(NC=2OC=CN2)=O)[O-].[Na+]